(5S)-9,9-dimethyl-2-(4-methyl-1,3-oxazole-5-carbonyl)-8-oxo-2-azaspiro[4.5]dec-6-ene-7-carbonitrile CC1(C(C(=C[C@@]2(CCN(C2)C(=O)C2=C(N=CO2)C)C1)C#N)=O)C